Cl.FC(OC=1C=C(OCCCCC2=CC=C(C=C2)NC(=O)N2CCNCC2)C=CC1)(F)F N-(4-(4-(3-(trifluoromethoxy)phenoxy)butyl)phenyl)piperazine-1-carboxamide hydrochloride